C12(CC3CC(CC(C1)C3)C2)CN2N=CC(=C2C)C=2C(=NC(=CC2)N(C)C=2N=NC(=C(C2)C)Cl)C(=O)OCC ethyl 3-{1-[(adamantan-1-yl)methyl]-5-methyl-1H-pyrazol-4-yl}-6-[(6-chloro-5-methylpyridazin-3-yl)(methyl)amino]pyridine-2-carboxylate